The molecule is a dipeptide obtained by formal condensation of the carboxy group of L-glutamine with the amino group of L-phenylalanine. It derives from a L-glutamine and a L-phenylalanine. C1=CC=C(C=C1)C[C@@H](C(=O)O)NC(=O)[C@H](CCC(=O)N)N